C(#N)CN1C(=CC2=C(C=CC=C12)NC1CCN(CC1)C)C#CC 3-[1-(cyanomethyl)-4-[(1-methylpiperidin-4-yl)amino]-1H-indol-2-yl]prop-2-yn